(+/-)-{2-[3,5-difluoro-4-({3-[1-(trifluoromethyl)cyclopropyl]-1H-pyrrolo[2,3-b]pyridin-4-yl}oxy)anilino]-5-methyl-5,6-dihydro-4H-1,3-oxazin-5-yl}methanol FC=1C=C(NC=2OC[C@@](CN2)(C)CO)C=C(C1OC1=C2C(=NC=C1)NC=C2C2(CC2)C(F)(F)F)F |r|